N1(CCOCC1)CCCOC1=CC=C2C(=NC=NC2=C1)N 7-(3-morpholinylpropoxy)-quinazolin-4-amine